ClC1=C(N2CCCC2=C1C(=O)NC1=CC(=C(C=C1)F)Cl)C(C(=O)N[C@H]1COC[C@@H]1O)=O 6-chloro-N-(3-chloro-4-fluorophenyl)-5-(2-(((3S,4R)-4-hydroxytetrahydrofuran-3-yl)amino)-2-oxoacetyl)-2,3-dihydro-1H-pyrrolizine-7-carboxamide